F[C@H]1CN(C[C@H]1F)C1=NC(=CC(=N1)C=1OC(=NN1)C1=C(C=C(C=C1)I)N1CCC2(CC2)CC1)C 2-(2-((3S,4R)-3,4-Difluoropyrrolidin-1-yl)-6-methylpyrimidin-4-yl)-5-(4-iodo-2-(6-azaspiro[2.5]octan-6-yl)phenyl)-1,3,4-oxadiazole